NC1=NC=C(C2=C1C(=NN2C(C)C)C2=CC(=C(C=C2)NS(=O)(=O)C2=C(C=CC=C2)Cl)F)N2CC(C(CC2)NC)F N-(4-(4-amino-7-(3-fluoro-4-(methylamino)piperidin-1-yl)-1-isopropyl-1H-pyrazolo[4,3-c]pyridin-3-yl)-2-fluorophenyl)-2-chlorobenzenesulfonamide